4-((R)-3-(methylamino)pyrrolidin-1-yl)-7,8-dihydro-6H-pyrimido[5,4-b][1,4]oxazin-2-amine CN[C@H]1CN(CC1)C1=NC(=NC2=C1OCCN2)N